C1(=CC=CC=C1)C1=C(C(=C(C=C1)C1=CC=CC=C1)N)N phenyl-biphenyl-2,3-diamine